C(C)(C)C1=C(C(=CC=C1)C(C)C)OC(=O)[C@H](O)[C@@H](O)[C@H](O)[C@H](O)COP(=O)(O)O 6-phosphogluconic acid 2,6-diisopropylphenyl ester